COC1=C(C=CC=C1C(F)(F)F)[C@H]1C(O[C@]([C@H]1C)(C(F)(F)F)C)O (3S,4S,5R)-3-(2-methoxy-3-(trifluoromethyl)phenyl)-4,5-dimethyl-5-(trifluoromethyl)tetrahydrofuran-2-ol